CN(C1=CC(=CC=C1)NC1=C(N=C2N1C=CN=C2)C2=NC=NC=C2)C N1,N1-dimethyl-N3-(2-(pyrimidin-4-yl)imidazo[1,2-a]pyrazin-3-yl)benzene-1,3-diamine